2-aza-2,7,7-trimethyl-oct-3-en-5-yne CN(C)C=CC#CC(C)(C)C